C(C)(=O)C1=C(C=C(C=C1)Cl)C1=CC(N(C=C1OC)C(CNC1=CC=C(C(=O)O)C=C1)CCOC1CCC1)=O 4-(2-(4-(2-acetyl-5-chlorophenyl)-5-methoxy-2-oxopyridin-1(2H)-yl)-4-cyclobutyloxybutylamino)benzoic acid